4-{[(2R)-1,4-dioxan-2-yl]methoxy}-2-fluoro-5-nitropyridine O1[C@H](COCC1)COC1=CC(=NC=C1[N+](=O)[O-])F